ClC=1C=CC(=NC1)OC1=CC=C(CN2C(C(=C(CC2)O)C(=O)NCC(=O)O)=O)C=C1 N-[(1-{4-[(5-chloro-2-pyridinyl)oxy]benzyl}-4-hydroxy-2-oxo-1,2,5,6-tetrahydro-3-pyridinyl)carbonyl]glycine